N-((2-(2,6-Dioxopiperidin-3-yl)-1-oxoisoindolin-5-yl)methyl)isoquinoline-3-carboxamide O=C1NC(CCC1N1C(C2=CC=C(C=C2C1)CNC(=O)C=1N=CC2=CC=CC=C2C1)=O)=O